3-(1-oxo-4-((6-(piperazin-1-yl)hexyl)thio)isoindolin-2-yl)piperidine-2,6-dione O=C1N(CC2=C(C=CC=C12)SCCCCCCN1CCNCC1)C1C(NC(CC1)=O)=O